2-[2-chloro-4-(4-chlorophenoxy)-phenyl]-1-[1,2,4]triazol-1-yl-ethanol ClC1=C(C=CC(=C1)OC1=CC=C(C=C1)Cl)CC(O)N1N=CN=C1